C(C1=CC=CC=C1)OC[C@]12[C@H](N(C(CC1)=O)C)CCC2 (4aS,7aR)-4a-[(benzyloxy)methyl]-1-methyl-octahydro-1H-cyclopenta[b]pyridin-2-one